C(C)(C)(C)OC(=O)NC(C(=O)O)(C)C1=CC(=C(C=C1)F)Cl 2-((tert-butoxycarbonyl)amino)-2-(3-chloro-4-fluorophenyl)propionic acid